N(=O)C#N nitrous acid, cyanide